7a-Methyl-1-[(R)-5-(trimethylsilyl)pentan-2-yl]octahydro-1H-inden-4-ol CC12CCCC(C2CCC1[C@H](C)CCC[Si](C)(C)C)O